Boc-L-thioproline C(=O)(OC(C)(C)C)N1[C@@H](CSC1)C(=O)O